CN1N=C(C(=C1)C(=O)O)C 1,3-dimethyl-1H-pyrazole-4-formic acid